C(C)(C)C1=C(C=CC=C1)C1N(CCN(C1=O)CCOC)C1CC2(C1)CCN(CC2)C(=O)OC(C)(C)C Tert-butyl 2-(2-(2-isopropylphenyl)-4-(2-methoxyethyl)-3-oxopiperazin-1-yl)-7-azaspiro[3.5]Nonane-7-carboxylate